1-allyl-2-methyl-5-vinylpyridinium C(C=C)[N+]1=C(C=CC(=C1)C=C)C